tert-butyl 5-(6-chloro-1-(tetrahydro-2H-pyran-2-yl)-4-(4,4,5,5-tetramethyl-1,3,2-dioxaborolan-2-yl)-1H-indazol-5-yl)pentanoate ClC1=C(C(=C2C=NN(C2=C1)C1OCCCC1)B1OC(C(O1)(C)C)(C)C)CCCCC(=O)OC(C)(C)C